NC(CNC(=O)C1=NC=2N(C=C1)N=C(C2C2=CC(=NC(=C2)C)Cl)C2=CC(=CC=C2)C#N)(C)C N-(2-amino-2-methyl-propyl)-3-(2-chloro-6-methyl-4-pyridinyl)-2-(3-cyanophenyl)pyrazolo[1,5-a]pyrimidine-5-carboxamide